(S)-9-fluoro-3-methyl-7-oxo-10-((R)-3-(3-(pyridin-2-yl)ureido)pyrrolidin-1-yl)-2,3-dihydro-7H-[1,4]oxazino[2,3,4-ij]quinoline-6-carboxylic acid FC=1C=C2C(C(=CN3C2=C(C1N1C[C@@H](CC1)NC(=O)NC1=NC=CC=C1)OC[C@@H]3C)C(=O)O)=O